(S)-5-(N-(2-(4-(3-Bromothiophene-2-carbonyl)-2-methylpiperazin-1-yl)phenyl)-N-phenethylsulfamoyl)-3-Methylbenzofuran-2-carboxylate BrC1=C(SC=C1)C(=O)N1C[C@@H](N(CC1)C1=C(C=CC=C1)N(S(=O)(=O)C=1C=CC2=C(C(=C(O2)C(=O)[O-])C)C1)CCC1=CC=CC=C1)C